(5-Methylisoxazol-3-yl)-3-(4-((8-(2-morpholinoethoxy)-5,6-dihydrobenzo[h]quinazolin-2-yl)amino)phenyl)urea CC1=CC(=NO1)NC(=O)NC1=CC=C(C=C1)NC1=NC=2C3=C(CCC2C=N1)C=C(C=C3)OCCN3CCOCC3